2-(morpholin-4-yl)-8-[1-(tetrahydro-2H-pyran-2-yl)-1H-pyrazol-5-yl]-1,7-naphthyridin-4-ol N1(CCOCC1)C1=NC2=C(N=CC=C2C(=C1)O)C1=CC=NN1C1OCCCC1